(3-methoxybenzamido)-5-(5-nitrothiophen-2-yl)methyleneaminothiophene-3,4-dicarboxylic acid diethyl ester C(C)OC(=O)C1=C(SC(=C1C(=O)OCC)N=CC=1SC(=CC1)[N+](=O)[O-])NC(C1=CC(=CC=C1)OC)=O